(R)-N-((S)-1'-(3-(3,4-Dichloro-2-methyl-2H-indazol-5-yl)-4-cyano-1H-pyrazolo[3,4-d]pyrimidin-6-yl)-1,3-dihydroSpiro[indene-2,4'-piperidin]-1-yl)-2-methylpropane-2-sulfinamide ClC=1N(N=C2C=CC(=C(C12)Cl)C1=NNC2=NC(=NC(=C21)C#N)N2CCC1(CC2)[C@@H](C2=CC=CC=C2C1)N[S@](=O)C(C)(C)C)C